1-(aminocyclohexyl)methylamine NC1(CCCCC1)CN